6,6-Dimethyl-2-norpinen-2-propionaldehyd CC1(C2CC=C(C1C2)CCC=O)C